C(C)CC(CC(=O)[O-])=O.C(C)(C)O[Ti+](OC(C)C)OC(C)C triisopropoxytitanium (ethyl acetoacetate)